C(C)N1CC2(CN(C2)C=2C=CC(=NC2)C2=NNC(=C2CC(F)(F)F)C=2C=C(C=3N(C2)N=CN3)OC)C1 6-(3-(5-(6-ethyl-2,6-diazaspiro[3.3]hept-2-yl)pyridin-2-yl)-4-(2,2,2-trifluoroethyl)-1H-pyrazol-5-yl)-8-methoxy-[1,2,4]triazolo[1,5-a]pyridine